N1-(1,1-dioxido-2,3-dihydrothiophen-3-yl)-N1-((2-(2-hydroxypropan-2-yl)pyridin-4-yl)methyl)-N3-methyl-2-(3,3',4'-trifluoro-[1,1'-biphenyl]-4-yl)malonamide O=S1(CC(C=C1)N(C(C(C(=O)NC)C1=C(C=C(C=C1)C1=CC(=C(C=C1)F)F)F)=O)CC1=CC(=NC=C1)C(C)(C)O)=O